diepoxyethylene ether C123C(O1)(O2)O3